3-chloro-5-((6-oxo-1-((3-oxo-2,3-dihydropyridazin-4-yl)methyl)-4-(trifluoromethyl)-1,6-di-hydropyrimidin-5-yl)oxy)benzonitrile ClC=1C=C(C#N)C=C(C1)OC1=C(N=CN(C1=O)CC=1C(NN=CC1)=O)C(F)(F)F